N1=CC(=CC=C1)C(CCC=O)=O 4-(3-pyridyl)-4-oxo-butyraldehyde